trihexyl citrate C(CC(O)(C(=O)OCCCCCC)CC(=O)OCCCCCC)(=O)OCCCCCC